C(C1=CC=CC=C1)OC1=C(C=C(C(=C1)OCC1=CC=CC=C1)C)C1=CC(C(=CO1)C(=O)OCC)=O ethyl 6-(2,4-bis(benzyloxy)-5-methylphenyl)-4-oxo-4H-pyran-3-carboxylate